(E)-ethyl 3-(2,3-dihydro-[1,4]dioxino[2,3-b]pyrazin-6-yl)acrylate O1CCOC=2C1=NC=C(N2)/C=C/C(=O)OCC